S(=O)(=O)([O-])[O-].[Ca+2].[Cl+] chlorine calcium sulfate